C(C)ON1C=NC=C1 N-ethoxy-1H-imidazole